CNC(=O)C1=C(OC=2N=CN=C(C21)NC2(CC2)C)C N,6-dimethyl-4-[(1-methylcyclopropyl)amino]furo[2,3-d]pyrimidine-5-carboxamide